FC(C(=O)O)(F)F.CC1(C2C(N(C(C12)=O)CC1=CC2=NC=CC(=C2S1)C1=C(C(=NC(=C1)C(F)(F)F)C)NC(COC)=O)=O)C N-(4-(2-((6,6-dimethyl-2,4-dioxo-3-azabicyclo[3.1.0]hexan-3-yl)methyl)thieno[3,2-b]pyridin-7-yl)-2-methyl-6-(trifluoromethyl)pyridin-3-yl)-2-methoxyacetamide 2,2,2-trifluoroacetate